1-(1-(4-chloro-3-fluorophenyl)-3,3-dimethyl-2,3-dihydro-1H-pyrrolo[3,2-b]pyridine-5-carbonyl)piperidine-4-carboxylic acid ClC1=C(C=C(C=C1)N1CC(C2=NC(=CC=C21)C(=O)N2CCC(CC2)C(=O)O)(C)C)F